C(C)(C)(C)OC(=O)N[C@@H]1CC[C@H](CC1)OCCOCC(=O)OC(C)(C)C tert-butyl 2-(2-((trans-4-((tert-butoxycarbonyl)amino)cyclohexyl)oxy)ethoxy)acetate